silicon hydroxide [Si](O)(O)(O)O